N1=C(C=CC=C1)C1=C(NC=C1)C(=O)OCC Ethyl 3-(pyridin-2-yl)-1H-pyrrole-2-carboxylate